4,4''-bis(3,6-diphenyl-9H-carbazol-9-yl)-6'-(2,6-diphenylpyridin-4-yl)-[1,1':2',1''-terphenyl]-3'-carbonitrile C1(=CC=CC=C1)C=1C=CC=2N(C3=CC=C(C=C3C2C1)C1=CC=CC=C1)C1=CC=C(C=C1)C1=C(C(=CC=C1C1=CC(=NC(=C1)C1=CC=CC=C1)C1=CC=CC=C1)C#N)C1=CC=C(C=C1)N1C2=CC=C(C=C2C=2C=C(C=CC12)C1=CC=CC=C1)C1=CC=CC=C1